(S)-N-(6-(4-(1-naphthoyl)piperazin-1-yl)-5-(2-(2,3-dichlorophenyl)acetamido)-6-oxohexyl)acrylamide C1(=CC=CC2=CC=CC=C12)C(=O)N1CCN(CC1)C([C@H](CCCCNC(C=C)=O)NC(CC1=C(C(=CC=C1)Cl)Cl)=O)=O